BrC=1NC2=CC(=C(C=C2C1CC(=O)OC1=C(C(=C(C(=C1F)F)F)F)F)OC)F perfluorophenyl 2-(2-bromo-6-fluoro-5-methoxy-1H-indol-3-yl)acetate